Potassium ((5-chloro-2-methoxypyridin-3-yl)sulfonyl)(3-(2-(ethylamino)-7-oxo-7,8-dihydropyrido[2,3-d]pyrimidin-6-yl)-2-fluorophenyl)amide ClC=1C=C(C(=NC1)OC)S(=O)(=O)[N-]C1=C(C(=CC=C1)C1=CC2=C(N=C(N=C2)NCC)NC1=O)F.[K+]